(1R,2R)-2-Fluoro-N-(5-(6-(1-hydroxybutyl)-4-methylpyridin-3-yl)pyrazolo[5,1-a][2,6]naphthyridin-9-yl)cyclopropane-1-carboxamide F[C@H]1[C@H](C1)C(=O)NC1=NC=C2C=C(N3C(C2=C1)=CC=N3)C=3C=NC(=CC3C)C(CCC)O